C(C)(C)(C)OC(N[C@@H]1CN(CCC1)C1=C2C(=C(NC2=C(C=C1F)C#N)C)C)=O (S)-(1-(7-cyano-5-fluoro-2,3-dimethyl-1H-indol-4-yl)piperidin-3-yl)carbamic acid tert-butyl ester